N1CC(C1)C1=CC=C2C=C(N=NC2=C1)C1=C(C=CC=C1)O 2-[7-(azetidin-3-yl)cinnolin-3-yl]phenol